1-(5-bromo-1H-pyrrolo[3,2-b]pyridin-3-yl)-3-(4-(trifluoromethyl)phenyl)urea BrC1=CC=C2C(=N1)C(=CN2)NC(=O)NC2=CC=C(C=C2)C(F)(F)F